CC1(OC(OC1(C)C)C=1N=C(SC1)C(=O)OC)C methyl 4-(4,4,5,5-tetramethyl-1,3-dioxolan-2-yl)-1,3-thiazole-2-carboxylate